ClC=1C=NC(=NC1)C=1CCN(CC1)C=1N=C(C2=C(N1)CCS2=O)NC2=CC(=C(C=C2)CC(=O)O)F 2-(4-((2-(4-(5-chloropyrimidin-2-yl)-3,6-dihydropyridin-1(2H)-yl)-5-oxo-6,7-dihydrothieno[3,2-d]pyrimidin-4-yl)amino)-2-fluorophenyl)acetic acid